CNS(=O)(=O)CCN1C2=NC=NC(=C2N=C1SC1=CC2=C(CCO2)C=C1I)N 2-[6-Amino-8-(5-iodo-2,3-dihydro-benzofuran-6-ylsulfanyl)-purin-9-yl]-ethanesulfonic acid methylamide